1-isopropyl-5-phenyl-N-[(3R)-tetrahydrofuran-3-yl]pyrazolo[4,3-b]pyridin-7-amine C(C)(C)N1N=CC2=NC(=CC(=C21)N[C@H]2COCC2)C2=CC=CC=C2